BrC1=CC(=C(C(=C1)C)N1CC2=CC=CC=C2C1)C N-(4-bromo-2,6-dimethylphenyl)isoindoline